3-(5-(6-hydroxy-4-methylpyridin-2-yl)-1-oxoisoindolin-2-yl)piperidine OC1=CC(=CC(=N1)C=1C=C2CN(C(C2=CC1)=O)C1CNCCC1)C